CC(C)CS(=O)(=O)[O-] propan-2-ylmethanesulfonate